Cl.NC1CCC(CC1)N(C1=C2CN(C(C2=CC=C1)=O)N1C(CCCC1=O)=O)CCC(C)(C)C (4-(((1r,4r)-4-aminocyclohexyl)(3,3-dimethylbutyl)amino)-1-oxoisoindolin-2-yl)piperidine-2,6-dione hydrochloride